F[C@@H]1[C@H](CN(C1)C)N (3S,4S)-4-fluoro-1-methylpyrrolidin-3-amine